(2S,7aR)-2-hydroxy-6-methylenetetrahydro-1H-pyrrolizine-7a(5H)-carboxylic acid O[C@H]1C[C@]2(CC(CN2C1)=C)C(=O)O